(2,4-Difluorophenyl)methanamine FC1=C(C=CC(=C1)F)CN